C(C)(C)(C)OC(=O)N(C1=CC=C(C=C1)CCCOS(=O)(=O)C1=CC=C(C=C1)C)C 3-(4-((tert-butoxycarbonyl)(methyl)amino)phenyl)propyl-4-methylbenzenesulfonate